C1(CC1)C(C1CC1)NC(=O)C1=CC(=NN1)C=1C=C(C=CC1)C=1OC(=CN1)C(=O)N[C@@H](C(C)C)C(=O)OCC ethyl (2-(3-(5-((dicyclopropylmethyl)carbamoyl)-1H-pyrazol-3-yl)phenyl)oxazole-5-carbonyl)-L-valinate